CN(C1=NC2=CC=CC=C2C=C1)C 2-(Dimethylamino)chinolin